C(CCCCCCCCCCCCCCCCC)(=O)OCCN1C=NCC1 1-(2-stearoyloxyethyl)-imidazoline